3,5-dimethyl-4-iodoaniline CC=1C=C(N)C=C(C1I)C